[Te](=S)([O-])[O-] thiotellurite